N-(2-amino-2-methylpropyl)-4-(1H-pyrrolo[2,3-b]pyridin-4-yl)-3,4-dihydro-2H-1,4-thiazine-6-carboxamide hydrochloride Cl.NC(CNC(=O)C1=CN(CCS1)C1=C2C(=NC=C1)NC=C2)(C)C